2-methyl-4-fluoro-benzenesulfonyl chloride CC1=C(C=CC(=C1)F)S(=O)(=O)Cl